methyl 3-(3-iodo-4-methoxyphenyl)isonicotinate IC=1C=C(C=CC1OC)C1=C(C(=O)OC)C=CN=C1